FC1=CC=C(C=C1)C=1C=CC=2N(C1)C=C(N2)C(=O)N 6-(4-fluorophenyl)imidazo[1,2-a]pyridine-2-carboxamide